OC=1C(=CC2=CC(=CC=C2C1N=NC1=CC(=CC=C1)\C=C/C(C1=CC=CC=C1)=O)S(=O)(=O)[O-])S(=O)(=O)[O-] 3-Hydroxy-4-[[3-[(Z)-3-oxo-3-phenylprop-1-enyl]phenyl]diazenyl]naphthalene-2,7-disulfonate